ClC1=CC=C(C=C1)C=1C=C(C(N(N1)C1=CC(=CC=C1)F)=O)C(=O)N[C@@H]1[C@H](C(CCC1)(F)F)O 6-(4-chlorophenyl)-N-[(1S,2R)-3,3-difluoro-2-hydroxycyclohexyl]-2-(3-fluorophenyl)-3-oxo-2,3-dihydropyridazine-4-carboxamide